2-(((1R,6S)-6-(6-((4-chloro-2-fluorobenzyl)oxy)pyridin-2-yl)-3-azabicyclo[4.1.0]heptan-3-yl)methyl)-1-((S)-oxetan-2-ylmethyl)-1H-benzo[d]imidazole-6-carboxylic acid ClC1=CC(=C(COC2=CC=CC(=N2)[C@]23CCN(C[C@@H]3C2)CC2=NC3=C(N2C[C@H]2OCC2)C=C(C=C3)C(=O)O)C=C1)F